BrC=1C=C2C(=NC1)SC(=C2)C(=O)NC2=CC(=NN2C)C2=C(C=CC=C2)C 5-bromo-N-(1-methyl-3-(o-tolyl)-1H-pyrazol-5-yl)thieno[2,3-b]pyridine-2-carboxamide